C(#N)C1=C(N(N=C1C1=CC=C(C=C1)CC(=O)NC1=C(C(=NO1)CC(C)(C)C)F)C(C)C)NC(OC(C)(C)C)=O tert-Butyl N-[4-cyano-5-[4-[2-[[3-(2,2-dimethylpropyl)-4-fluoro-isoxazol-5-yl]amino]-2-oxo-ethyl]phenyl]-2-isopropyl-pyrazol-3-yl]carbamate